[Cl-].C(CCCCCCCCCCC)[NH+](C)C N-dodecyldimethylammonium chloride